6-(p-bromoacetamidobenzyl)-1,4,8,11-tetraazacyclotetradecane-1,4,8,11-tetraacetic acid BrCC(=O)NC1=CC=C(CC2CN(CCN(CCCN(CCN(C2)CC(=O)O)CC(=O)O)CC(=O)O)CC(=O)O)C=C1